tert-butyl (2-phenyl-4-(1H-pyrazol-3-yl)-5,6,7,8-tetrahydro-quinazolin-6-yl)carbamate C1(=CC=CC=C1)C1=NC=2CCC(CC2C(=N1)C1=NNC=C1)NC(OC(C)(C)C)=O